1,6-bis(t-butyloxycarbonyloxy)hexane C(C)(C)(C)OC(=O)OCCCCCCOC(=O)OC(C)(C)C